BrC1=C2C=NN(C2=CC2=C1C(=CC2(F)F)C#C)C2OCCCC2 4-bromo-5-ethynyl-7,7-difluoro-1-(tetrahydro-2H-pyran-2-yl)-1,7-dihydrocyclopenta[f]indazole